N-hydroxy-4-((3-(2-benzoylaminoethyl)-5-methoxy-1H-indol-1-yl)methyl)-benzamide ONC(C1=CC=C(C=C1)CN1C=C(C2=CC(=CC=C12)OC)CCNC(C1=CC=CC=C1)=O)=O